lauryl ether sulfate salt S(=O)(=O)(O)O.C(CCCCCCCCCCC)OCCCCCCCCCCCC